C(C)(C)(C)OC(=O)N1CC=2N=C(N=C(C2C1)NC1=CC=C(C=C1)C1CCCCC1)C=1CCOCC1 4-((4-Cyclohexylphenyl)amino)-2-(3,6-dihydro-2H-pyran-4-yl)-5,7-dihydro-6H-pyrrolo[3,4-d]pyrimidine-6-carboxylic acid tert-butyl ester